C1(CC1)N1C[C@@H](CCC1)NC(CN1N=C(C(=CC1=O)C1=CC(=CC=C1)F)C(C)C)=O N-[(3R)-1-cyclopropylpiperidin-3-yl]-2-[4-(3-fluorophenyl)-6-oxo-3-propan-2-ylpyridazin-1-yl]acetamide